(S)-6-(4-(2-hydroxy-1-phenylethylamino)-5-(5-(pyridin-4-yl)-1,3,4-oxadiazol-2-yl)pyrimidin-2-ylamino)-2,2-dimethylbenzofuran-3(2H)-one OC[C@H](C1=CC=CC=C1)NC1=NC(=NC=C1C=1OC(=NN1)C1=CC=NC=C1)NC1=CC2=C(C(C(O2)(C)C)=O)C=C1